CC(C)(C)[O-].[In+3].CC(C)(C)[O-].CC(C)(C)[O-] indium t-butoxide